tri-sec-butylphenol CCC(C)C1=C(C(=C(C=C1)O)C(C)CC)C(C)CC